N(=[N+]=[N-])CC1CCN(CC1)CC1=CC(=C(C=C1)C1=C(C=CC(=C1)C)OC)Cl 4-(Azidomethyl)-1-((2-chloro-2'-methoxy-5'-methyl-[1,1'-biphenyl]-4-yl)methyl)piperidine